C(C)(=O)C1=CC=C(C(=O)NC2=NC(N(C=C2)[C@@H]2O[C@@H]([C@H](C2(F)F)O)CO)=O)C=C1 4-acetyl-N-(1-((2R,4R,5R)-3,3-difluoro-4-hydroxy-5-(hydroxymethyl)tetrahydrofuran-2-yl)-2-oxo-1,2-dihydropyrimidin-4-yl)benzamide